racemic-7-fluoro-4-(1-(isobutylamino)ethyl)phthalazin-1(2H)-one FC1=CC=C2C(=NNC(C2=C1)=O)[C@@H](C)NCC(C)C |r|